FC1(C(CNCC1C)C(CN1C(C2=CC=CC=C2C1=O)=O)(C)C)F 2-[2-(4,4-difluoro-5-methyl-3-piperidinyl)-2-methyl-propyl]isoindoline-1,3-dione